FCCCCCCCCC(CCCCCCCC)OC(=O)CCCCCCCN(CCCCCCC(C(=O)OCCCCCCCCC(C)C)C)CC(CO)C 9-methyldecyl 8-{[7-(9-fluoro-1-octylnonyloxycarbonyl)heptyl] (3-hydroxy-2-methylpropyl)amino}-2-methyloctanoate